pentamethylenedi-lithium [Li]CCCCC[Li]